FC=1C=C(C=CC1)C1=C(C(NC2=C3C(=CC=C12)C=CC=C3)=O)NC(OC(C)(C)C)=O tert-Butyl N-[4-(3-fluorophenyl)-2-oxo-1H-benzo[h]quinolin-3-yl]carbamate